1-(4-cyano-3-(trifluoromethyl)phenyl)-4-fluoropiperidine-4-carboxylic acid ethyl ester C(C)OC(=O)C1(CCN(CC1)C1=CC(=C(C=C1)C#N)C(F)(F)F)F